2-((4-methoxyphenyl)thio)-1-(5-(5-(trifluoromethyl)-1,2,4-oxadiazol-3-yl)pyridin-2-yl)ethan-1-one COC1=CC=C(C=C1)SCC(=O)C1=NC=C(C=C1)C1=NOC(=N1)C(F)(F)F